(E)-N-(3-(3-cyano-2-(2-fluoro-4-(((2-hydroxyethyl)amino)methyl)-5-methylstyryl)pyridin-4-yl)-2-methylphenyl)-5-(((2-hydroxyethyl)amino)methyl)picolinamide C(#N)C=1C(=NC=CC1C=1C(=C(C=CC1)NC(C1=NC=C(C=C1)CNCCO)=O)C)\C=C\C1=C(C=C(C(=C1)C)CNCCO)F